2'-oxo-5'-(trifluoromethyl)-spiro[cyclopropane-1,3'-indoline]-7'-carboxylic acid O=C1NC2=C(C=C(C=C2C12CC2)C(F)(F)F)C(=O)O